FC1(C=2C(=NN(C2CCC1)C1CN(C1)C(C(=C)F)=O)C1=CC=C(C=C1)C(F)(F)F)F 1-(3-(4,4-difluoro-3-(4-(trifluoro-methyl)phenyl)-4,5,6,7-tetra-hydro-1H-indazol-1-yl)azetidin-1-yl)-2-fluoroprop-2-en-1-one